tridecanyl-dimethyl-benzyl-ammonium chloride [Cl-].C(CCCCCCCCCCCC)[N+](CC1=CC=CC=C1)(C)C